COC=1C=C(C=CC1OC)[C@H](C1CCN(CC1)C(=O)C=1C=CC2=C(NC(CO2)=O)C1)C=1C=NC=CC1 6-[4-[(S)-(3,4-Dimethoxyphenyl)-(3-pyridyl)methyl]piperidin-1-carbonyl]-4H-1,4-benzoxazin-3-on